N-((1r,4r)-4-((4-methoxy-5-(pyrazolo[1,5-a]pyridin-5-yl)-7H-pyrrolo[2,3-d]pyrimidin-2-yl)amino)-1-methylcyclohexyl)acetamide COC=1C2=C(N=C(N1)NC1CCC(CC1)(C)NC(C)=O)NC=C2C2=CC=1N(C=C2)N=CC1